C(C1=CC=CC=C1)(C1=CC=CC=C1)(C1=CC=CC=C1)N1N=C(N=N1)C(C)OCC(C)=O 1-(1-(2-trityl-2H-tetrazol-5-yl)ethoxy)propan-2-one